4-(2-(2,4-Difluorophenoxy)-5-(ethylsulfonylamino)phenyl)-2,6-dimethylpyridine 1-oxide FC1=C(OC2=C(C=C(C=C2)NS(=O)(=O)CC)C2=CC(=[N+](C(=C2)C)[O-])C)C=CC(=C1)F